BrC(C(=O)NC=1C=C2C=CC=NC2=CC1)C1=CC(=C(C=C1)Cl)Cl 2-bromo-2-(3,4-dichlorophenyl)-N-(quinolin-6-yl)acetamide